C(C)(C)(C)OC(=O)N1CCC(CC1)C=1C(=CC2=C(NC[C@H](N(S2(=O)=O)C)C2CCCCC2)C1)C=1C=CC(=C(C(=O)O)C1)F (R)-5-(7-(1-(tert-butoxycarbonyl)piperidin-4-yl)-3-cyclohexyl-2-methyl-1,1-dioxido-2,3,4,5-tetrahydrobenzo[f][1,2,5]thiadiazepin-8-yl)-2-fluorobenzoic acid